F[C@H]1C[C@H](NC1)CNC1=C2C(=NC=3C=C(C(=CC13)OC)OC)CCC2 N-[[(2S,4S)-4-fluoropyrrolidin-2-yl]methyl]-6,7-dimethoxy-1H,2H,3H-cyclopenta[b]quinolin-9-amine